2-methoxy-2,4-dimethyl-3,4-dihydropyran COC1(OC=CC(C1)C)C